FC1=CC=C2C(=CNC(C2=C1F)=O)[C@@H](C)N(C(=O)NC1=C(C(=CC=C1)F)F)C (R)-1-(1-(7,8-difluoro-1-oxo-1,2-dihydroisoquinolin-4-yl)ethyl)-3-(2,3-difluorophenyl)-1-methylurea